Homocitrullin N[C@@H](CCCCNC(=O)N)C(=O)O